N-((2-(2,6-dioxopiperidin-3-yl)-1-oxoisoindolin-5-yl)methyl)-2,2-difluoro-2-(2-isopropoxyphenyl)acetamide O=C1NC(CCC1N1C(C2=CC=C(C=C2C1)CNC(C(C1=C(C=CC=C1)OC(C)C)(F)F)=O)=O)=O